C(#N)C1=C(C=C(C=C1)N1[C@H](O[C@@H](C1)C(=O)NC=1C=NC(=CC1)C#N)C(F)(F)F)C(F)(F)F (2R,5S)-3-(4-Cyano-3-(trifluoromethyl)phenyl)-N-(6-cyanopyridin-3-yl)-2-(trifluoromethyl)oxazolidin-5-carboxamid